IC1=C(N=CC2=CC=C(C=C12)C=1C=NC=CC1)NC(=O)NCC=1C=NC=CC1 1-(4-iodo-6-(pyridin-3-yl)isoquinolin-3-yl)-3-(pyridin-3-ylmethyl)urea